BrC1=CC=C2C(=CNC2=C1C1=NC=CN=C1)S(=O)(=O)NC1=NC(=C(C(=N1)OC)OC(F)F)OC 6-bromo-N-[5-(difluoromethoxy)-4,6-dimethoxy-pyrimidin-2-yl]-7-pyrazin-2-yl-1H-indole-3-sulfonamide